(2,2,2-trifluoroethyl)-4-[[4-(trifluoromethyl)phenyl]methylamino]benzenesulfonamide FC(CC1=C(C=CC(=C1)NCC1=CC=C(C=C1)C(F)(F)F)S(=O)(=O)N)(F)F